Cl.NCC(=O)N1CCN(CC1)C1=CC=C(C=C1)NC1=NC(=NC=2C=NNC(C21)=O)C2=CC=CC=C2 4-(4-(4-(2-aminoacetyl)piperazin-1-yl)phenylamino)-2-phenylpyrimido[4,5-d]pyridazin-5(6H)-one hydrochloride